4,5-bis(3-methylphenyl)-1H-benzimidazole-1-carboxamide CC=1C=C(C=CC1)C1=C(C=CC=2N(C=NC21)C(=O)N)C2=CC(=CC=C2)C